2-(5-Fluoro-2-hydroxyphenyl)-2-(6-(4-(1-methylpiperidin-4-yl)phenyl)-4-oxopyrido[3,2-d]pyrimidin-3(4H)-yl)-N-(thiazol-2-yl)acetamide FC=1C=CC(=C(C1)C(C(=O)NC=1SC=CN1)N1C=NC2=C(C1=O)N=C(C=C2)C2=CC=C(C=C2)C2CCN(CC2)C)O